6-[4-(3-[[(2S)-1-[6-oxo-5-(trifluoromethyl)-1,6-dihydropyridazin-4-yl]pyrrolidin-2-yl]methoxy]propanoyl)-octahydropyrrolo[3,2-b]pyrrol-1-yl]pyridine-3-carbonitrile O=C1C(=C(C=NN1)N1[C@@H](CCC1)COCCC(=O)N1CCC2N(CCC21)C2=CC=C(C=N2)C#N)C(F)(F)F